3-[3-[4-(4-Hydroxypiperidin-1-yl)phenyl]-3-oxoprop-1-enyl]benzonitrile OC1CCN(CC1)C1=CC=C(C=C1)C(C=CC=1C=C(C#N)C=CC1)=O